2-((4-fluoro-2-isopropylphenyl)amino)-6-(trifluoromethyl)nicotinonitrile FC1=CC(=C(C=C1)NC1=C(C#N)C=CC(=N1)C(F)(F)F)C(C)C